C1(=C(C=CC=C1)NC=1N=C(C2=C(N1)C1=C(O2)N=CC=C1)N1CCOCC1)C1=CC=CC=C1 N-([1,1'-biphenyl]-2-yl)-4-morpholinopyrido[3',2':4,5]furo[3,2-d]pyrimidin-2-amine